N1=C(C=CC=C1)CCOC1=CC=C(C=O)C=C1 4-(2-(pyridin-2-yl)ethoxy)benzaldehyde